CC1(COC1)C(=O)N1CC2=C(OCC13CC3)C=C(C=C2)C2=NOC(=N2)C(F)(F)F (3-methyloxetan-3-yl)(8-(5-(trifluoromethyl)-1,2,4-oxadiazol-3-yl)-2H-spiro[benzo[f][1,4]oxazepine-3,1'-cyclopropan]-4(5H)-yl)methanone